C(C)(C)(C)C=1N=C(C2=C(N1)N(N=N2)CC2=C(C=CC=C2)CCSSC2=NC=CC=C2)N2CC(CC2)(F)F 5-tert-butyl-7-(3,3-difluoropyrrolidin-1-yl)-3-[[2-[2-(pyridin-2-yl-dithio)ethyl]phenyl]methyl]triazolo[4,5-d]pyrimidine